tert-butyl 5-(6-cyclopropaneamido-1-[[2-(trimethylsilyl)ethoxy]methyl]pyrrolo[2,3-b]pyridin-3-yl)-2,3-dihydroindole-1-carboxylate C1(CC1)C(=O)NC1=CC=C2C(=N1)N(C=C2C=2C=C1CCN(C1=CC2)C(=O)OC(C)(C)C)COCC[Si](C)(C)C